4-(5-ethyl-6-(8-methyl-[1,2,4]triazolo[1,5-a]pyridin-6-yl)-1H-indazol-3-yl)-N-(2-(methylsulfonyl)ethyl)cyclohexan-1-amine C(C)C=1C=C2C(=NNC2=CC1C=1C=C(C=2N(C1)N=CN2)C)C2CCC(CC2)NCCS(=O)(=O)C